((S)-3-(3,5-difluorophenyl)isoxazolidin-2-yl)methanone FC=1C=C(C=C(C1)F)[C@H]1N(OCC1)C=O